1-benzyl-6-chloro-N-(4-fluorobenzyl)-1H-pyrazolo[3,4-d]pyrimidin-4-amine C(C1=CC=CC=C1)N1N=CC=2C1=NC(=NC2NCC2=CC=C(C=C2)F)Cl